monofluorophenolate FC1=CC=C(C=C1)[O-]